[Cu+3].[K+] potassium copper (III)